methoxyl-triethylene glycol (methyl)acrylate calcium [Ca+2].CC(C(=O)[O-])=C.O(C)C(COCCOCCO)O.CC(C(=O)[O-])=C